C(=CC1=CC=CC=C1)C1=C(C(=CC(=C1)CCCCCCCCC)C=CC1=CC=CC=C1)O 2,6-distyryl-4-nonylphenol